(E)-methyl 6-(3-methylbenzofuran-2-carboxamido)-7-oxo-7-(2-oxo-1-(2-oxo-2-((1S,2S,4R)-1,7,7-trimethylbicyclo[2.2.1]heptan-2-ylamino)ethyl)-1,2-dihydropyridin-3-ylamino)hept-2-enoate CC1=C(OC2=C1C=CC=C2)C(=O)NC(CC/C=C/C(=O)OC)C(NC=2C(N(C=CC2)CC(N[C@@H]2[C@]1(CC[C@H](C2)C1(C)C)C)=O)=O)=O